(Z)-6-chloro-3-[{2-chloro-3-fluoropyridin-4-yl}methylene]-1,3-dihydro-2H-indol-2-one ClC1=CC=C2/C(/C(NC2=C1)=O)=C/C1=C(C(=NC=C1)Cl)F